2,5-Bis(5-tert-butyl-2-benzoxazolyl)thiophene C(C)(C)(C)C=1C=CC2=C(N=C(O2)C=2SC(=CC2)C=2OC3=C(N2)C=C(C=C3)C(C)(C)C)C1